4-Cyano-N-[4-(3-cyanophenyl)-5-(2,6-dimethyl-4-pyridyl)thiazol-2-yl]-4-methylpiperidin-1-carboxamid C(#N)C1(CCN(CC1)C(=O)NC=1SC(=C(N1)C1=CC(=CC=C1)C#N)C1=CC(=NC(=C1)C)C)C